ClC=1C=CC(=C(C1)C1=CC(=C(N=N1)N(C)CCO)NC1=CC(=NC=C1)NC(CCN1CCN(CC1)C)=O)F N-(4-{[6-(5-chloro-2-fluorophenyl)-3-[(2-hydroxyethyl)(methyl)amino]pyridazin-4-yl]amino}pyridin-2-yl)-3-(4-methylpiperazin-1-yl)propanamide